ClC1=CC=C2C(=C1)NC([C@]21[C@H]([C@@H](NC12C=COC=C2)C(=O)OCC)C2=C(C(=NC=C2)Cl)F)=O Ethyl (3'R,4'S,5'R)-6-chloro-4'-(2-chloro-3-fluoropyridin-4-yl)-2-oxo-1,2-dihydrodispiro[indole-3,3'-pyrrolidine-2',4''-pyran]-5'-carboxylate